CC1=C(C=CC=C1C)C(C)C1=CN=CN1C(=O)OCC=C prop-2-en-1-yl 5-[1-(2,3-dimethylphenyl)ethyl]-1H-imidazole-1-carboxylate